CN1N=C(C=C1)C(=O)NC1CCC(CC1)NC1=CC=CC=2N1C=C(N2)C(F)(F)F 1-methyl-N-[(1s,4s)-4-{[2-(trifluoromethyl)imidazo[1,2-a]pyridin-5-yl]amino}cyclohexyl]-1H-pyrazole-3-carboxamide